1-[2-(3-amino-1-piperidyl)-4-(4-fluorophenyl)cyclopentyl]triazole NC1CN(CCC1)C1C(CC(C1)C1=CC=C(C=C1)F)N1N=NC=C1